[O-2].[Er+3].[Al+3].[O-2].[O-2] Aluminum-Erbium-Oxide